(4-(benzyloxy)phenyl)(2-(tert-butyl)-1-methyl-1H-pyrrolo[2,3-c]pyridin-3-yl)methanone C(C1=CC=CC=C1)OC1=CC=C(C=C1)C(=O)C1=C(N(C2=CN=CC=C21)C)C(C)(C)C